NC1=C(C(=C(C=N1)C=1C=NC(=CC1)C(=O)NCCOCCOCCOCCN=[N+]=[N-])CC)C1=CC=C(C=C1)O 6'-amino-N-(2-(2-(2-(2-azidoethoxy)ethoxy)ethoxy)ethyl)-4'-ethyl-5'-(4-hydroxyphenyl)-[3,3'-bipyridine]-6-carboxamide